O[C@H]1C[C@@H](N(C1)C([C@H](C(C)(C)C)N1N=NC(=C1)C(C1=CC(=CC=C1)C(F)(F)F)O)=O)C(=O)NC (2R,4S)-4-hydroxy-1-[(2S)-2-[4-[hydroxy-[3-(trifluoromethyl)phenyl]methyl]triazol-1-yl]-3,3-dimethyl-butyryl]-N-methyl-pyrrolidine-2-carboxamide